1-[1-[1-[1-(4-piperidyl)-4-piperidyl]-4-piperidyl]-4-piperidyl]pyrazolo[3,4-d]pyrimidin-4-amine N1CCC(CC1)N1CCC(CC1)N1CCC(CC1)N1CCC(CC1)N1N=CC=2C1=NC=NC2N